2-(±)-Ethyl 2-[4-(3-carbamoyltetrahydrofuran-3-yl)phenyl]butanoate C(N)(=O)C1(COCC1)C1=CC=C(C=C1)C(C(=O)OCC)CC